maleimidomethylcyclohexane-1-carboxylate C1(C=CC(N1COC(=O)C1CCCCC1)=O)=O